((S)-1-cyclopropyl-4,4-difluorobutyl)-2-methylpropane-2-sulfinamide C1(CC1)[C@@H](CCC(F)F)CC(C)(S(=O)N)C